3-amino-6-chloro-2-pyridinecarboxamide NC=1C(=NC(=CC1)Cl)C(=O)N